C1(CCC1)OC1=CC=2N(C=C1C(=O)NC1=CC=C(N=N1)N1CC(N(CC1)C(=O)OC(C)(C)C)(C)C)C=C(N2)C tert-butyl 4-(6-(7-cyclobutoxy-2-methylimidazo[1,2-a]pyridine-6-carboxamido)pyridazin-3-yl)-2,2-dimethylpiperazine-1-carboxylate